ClC1=C(C(=CC=C1)F)\C=C\C 1-(2-chloro-6-fluorophenyl)-trans-1-propene